4-(hept-1-en-2-yl)cyclohex-1-ene C=C(CCCCC)C1CC=CCC1